C(C)[C@@H]1C[C@H](NC1=O)COC1=NC=CC2=CC(=C(C=C12)OC(C)C)C(=O)N 1-{[(2S,4R)-4-ethyl-5-oxopyrrolidin-2-yl]methoxy}-7-(propan-2-yloxy)isoquinoline-6-carboxamide